[Cl-].[Cl-].CC1=C(O[Ti+2]C2=CC=CC=3C4=CC=CC=C4CC23)C(=CC(=C1)C)C 2,4,6-trimethylphenoxy(fluorenyl)titanium dichloride